ClC1=C(C=CC=C1)N1C=NN(C1=O)CSC1=CC(=C(OCC(=O)OCC)C=C1)C Ethyl 2-(4-(((4-(2-chlorophenyl)-5-oxo-4,5-dihydro-1H-1,2,4-triazol-1-yl)methyl)thio)-2-methylphenoxy)acetate